C(C)(C)(C)OC(=O)N(CCCN1N=C(C(=C1)Cl)C1=C(C=CC(=C1)C)S(=O)(=O)N1[C@@H](CCC1)C(=O)OCCCC)C1CCC(CC1)(F)F Butyl ((2-(1-(3-((tert-butoxycarbonyl)(4,4-difluorocyclohexyl)amino)propyl)-4-chloro-1H-pyrazol-3-yl)-4-methylphenyl)sulfonyl)-L-prolinate